C1(CC1)C1=NC=CC=C1C1=C(OC=2C(=NC=NC2)N2CC3(CN(C3)CCC3CCC(CC3)N)C2)C=CC(=C1)F (1r,4r)-4-(2-(6-(5-(2-(2-cyclopropylpyridin-3-yl)-4-fluorophenoxy)pyrimidin-4-yl)-2,6-diazaspiro[3.3]heptan-2-yl)ethyl)cyclohexan-1-amine